C(C)(=O)NC=1C=2N=CN([C@H]3[C@H](OCOCCC(COC(C)=O)OC(C)=O)[C@H](O)[C@@H](CO)O3)C2N=CN1 N6-Acetyl-2'-O-(3,4-Diacetoxybutoxymethyl)Adenosine